(S)-4-(4-ethoxy-5-((8-fluoro-2-methylimidazo[1,2-a]pyridin-6-yl)carbamoyl)pyrimidin-2-yl)-2-methylpiperazine-1-carboxylic acid tert-butyl ester C(C)(C)(C)OC(=O)N1[C@H](CN(CC1)C1=NC=C(C(=N1)OCC)C(NC=1C=C(C=2N(C1)C=C(N2)C)F)=O)C